C(CCCC)P(OCCCCC)(OCCCCC)=O diamyl amylphosphonate